[6-fluoro-1-(4-morpholin-4-yl-methylphenyl)-5,5-dioxo-4,5-dihydro-1H-5λ6-thiochromeno[4,3-C]pyrazol-3-yl]-morpholin-4-yl-methanone FC1=CC=CC2=C1S(CC1=C2N(N=C1C(=O)N1CCOCC1)C1=C(C=C(C=C1)N1CCOCC1)C)(=O)=O